ClC=1C=C(C=2N(N1)C(=CN2)F)[C@@H]2[C@H](C2)C2=NC=C(C=C2)OC(F)F 6-chloro-8-[(1S,2S)-2-[5-(difluoromethoxy)-2-pyridyl]cyclopropyl]-3-fluoro-imidazo[1,2-b]pyridazine